OC1CC(C1)(C(=O)N1CCCC1)CNC(=O)C1=CC2=C(S1)CCCCCC2 N-{[3-hydroxy-1-(pyrrolidine-1-carbonyl)cyclobutyl]methyl}-4H,5H,6H,7H,8H,9H-cycloocta[b]thiophene-2-carboxamide